(3-cyano-2-furyl)boronic acid C(#N)C1=C(OC=C1)B(O)O